tert-butyl 5-(1-tert-butoxycarbonyl-3-methyl-3,4-dihydro-2H-pyridin-6-yl)indazole-1-carboxylate C(C)(C)(C)OC(=O)N1CC(CC=C1C=1C=C2C=NN(C2=CC1)C(=O)OC(C)(C)C)C